FC(OCC12CC(CC(N1C(=O)C1=NC=CC=C1)C2)C)F (cis-1-((difluoromethoxy)methyl)-3-methyl-6-azabicyclo[3.1.1]hept-6-yl)(pyridin-2-yl)methanone